imidazo[1,2-b]indazole N=1C=CN2NC=3C=CC=CC3C21